C(C)(=O)N1C(NC(N(C1)C(C)=O)=O)=O 1,5-Diacetyl-2,4-dioxohexa-hydro-1,3,5-triazin